BrC1=C(C=C2C(=C(C(=NC2=C1F)SC)C=O)N[C@H]1[C@H]2CN([C@@H]1C2)C(=O)OC(C)(C)C)I tert-butyl (1R,4R,5S)-5-((7-bromo-8-fluoro-3-formyl-6-iodo-2-(methylthio)quinolin-4-yl)amino)-2-azabicyclo[2.1.1]hexane-2-carboxylate